FC=1C(=NC(=NC1)NC1CCN(CC1)S(=O)(=O)C)C1=C(N=C(S1)C1(CCC1)O)C 1-[5-[5-fluoro-2-[(1-methylsulfonyl-4-piperidyl)amino]pyrimidin-4-yl]-4-methyl-thiazol-2-yl]cyclobutanol